4-((1S,4S)-2,5-diazabicyclo[2.2.1]Heptane-2-yl)phenolate [C@@H]12N(C[C@@H](NC1)C2)C2=CC=C(C=C2)[O-]